F[C@H]1[C@@H]([C@H](C(O)O[C@@H]1CO)O)O 4-deoxy-4-fluoro-glucopyranose